DIMETHYLNAPHTHALENE CC1=C(C2=CC=CC=C2C=C1)C